1-(4-{[(1R)-1-{3-[(2RS)-2-cyclobutyl-1,1-difluoro-2-hydroxypropyl]-2-fluorophenyl}ethyl]amino}-2-methylpyrido[3,4-d]pyrimidin-6-yl)-1lambda5-phospholan-1-one C1(CCC1)[C@@](C(F)(F)C=1C(=C(C=CC1)[C@@H](C)NC=1C2=C(N=C(N1)C)C=NC(=C2)P2(CCCC2)=O)F)(C)O |&1:4|